((4-(6-((2-methylquinolin-6-yl)methoxy)pyridin-2-yl)piperidin-1-yl)methyl)-1-(oxetan-2-ylmethyl)-1H-benzo[d]imidazole-6-carboxylate CC1=NC2=CC=C(C=C2C=C1)COC1=CC=CC(=N1)C1CCN(CC1)COC(=O)C=1C=CC2=C(N(C=N2)CC2OCC2)C1